O[C@H](COC=1C=C(C=CC1)S(=O)(=O)NC)CN[C@@H]1COC2(C1)CCN(CC2)S(=O)(=O)C=2C=C(C=CC2)C2=CC=C(C=C2)CNCC(C)C 3-((S)-2-hydroxy-3-((S)-8-(4'-((isobutylamino)methyl)biphenyl-3-ylsulfonyl)-1-oxa-8-azaspiro[4.5]decan-3-ylamino)propoxy)-N-methylbenzenesulfonamide